NC1=C(C=C(N=N1)C1=C(C=CC=C1)O)CCC1=CC=C(C=C1)CNC 2-(6-amino-5-(4-((methylamino)methyl)phenethyl)pyridazin-3-yl)phenol